ClC=1C=C(OC2=C(C=C(C=C2)NC(CC2=C(C=CC=C2)OC)=O)S(N)(=O)=O)C=CC1 N-[4-(3-chlorophenoxy)-3-sulfamylphenyl]-2-(2-methoxyphenyl)acetamide